N1(CCCCC1)CCC1=CN=C(N1C1=CC=C(C=C1)C)N1C=NC=C1 5'-(2-(Piperidin-1-yl)ethyl)-1'-(p-tolyl)-1'H-1,2'-biimidazole